4-Ethyl-1-(1-((2-(trimethylsilyl)ethoxy)methyl)-1H-pyrazol-3-yl)-1H-pyridine C(C)C1=CCN(C=C1)C1=NN(C=C1)COCC[Si](C)(C)C